4-(trifluoromethyl)-1H-imidazol FC(C=1N=CNC1)(F)F